C(C)(C)OC1=CN=CC(=N1)NC=1C(=NOC1C1=CC=C(C=N1)OCC1C(CCCC1)C(=O)O)C 2-(((6-(4-((6-isopropoxypyrazin-2-yl)amino)-3-methylisoxazol-5-yl)pyridin-3-yl)oxy)methyl)cyclohexane-1-carboxylic acid